ClC=1C=C(C=NC1N1CCC(CC1)(F)F)NC(=O)NC1=CNC2=NC=C(C=C21)OC 1-(5-chloro-6-(4,4-difluoropiperidin-1-yl)pyridin-3-yl)-3-(5-methoxy-1H-pyrrolo[2,3-b]pyridin-3-yl)urea